C(C=C)(=O)OCCCCCCCCCCOP(=O)(O)CC(=O)[O-] acryloyloxydecylphosphonoacetate